4-(5-{[(1-methyl-1H-indazol-6-yl)oxy]methyl}pyridin-3-yl)-2-methylbenzamide CN1N=CC2=CC=C(C=C12)OCC=1C=C(C=NC1)C1=CC(=C(C(=O)N)C=C1)C